(S)-5-cyclopropyl-5-((S)-2-(5-(trifluoromethyl)isoindoline-2-carbonyl)butyl)imidazolidine-2,4-dione C1(CC1)[C@]1(C(NC(N1)=O)=O)C[C@H](CC)C(=O)N1CC2=CC=C(C=C2C1)C(F)(F)F